BrC1=CC=CC(=N1)NC(=O)[C@H]1N([C@@H]2C[C@@H]2C1)C(CN1N=C(C2=CC(=CC=C12)C=1C=NC=NC1)C(=O)N)=O 1-(2-((1R,3S,5R)-3-(6-bromopyridin-2-ylcarbamoyl)-2-azabicyclo[3.1.0]hexan-2-yl)-2-oxoethyl)-5-(pyrimidin-5-yl)-1H-indazole-3-carboxamide